FC1=C2C=C(N(C2=CC(=C1C)F)CCNC1=CC(=NC=N1)C1=CC(=C(C(=O)O)C=C1)CC(C)C)C 4-{6-[2-(4,6-Difluoro-2,5-dimethyl-indol-1-yl)-ethylamino]-pyrimidin-4-yl}-2-isobutyl-benzoic acid